2',4'-difluoropropiophenone FC1=C(C=CC(=C1)F)C(CC)=O